O=C1C(C(C2=CC(=CC=C12)C(=O)C=1C=C2C(C(C(C2=CC1)=O)C(=O)C1COCC1)=O)=O)C(=O)C1COCC1 5-[1,3-dioxo-2-(oxolane-3-carbonyl)-2,3-dihydro-1H-indene-5-carbonyl]-2-(oxolane-3-carbonyl)-2,3-dihydro-1H-indene-1,3-dione